C(C)OC1=NC=CC=C1C1=CC(=C2C(=N1)C=NN2CC)N2CCCC2 5-(2-ethoxy-3-pyridinyl)-1-ethyl-7-pyrrolidin-1-yl-pyrazolo[4,3-b]pyridine